(2S,4r)-1-[(2S)-2-[4-[(3,5-difluorophenoxy)methyl]triazol-1-yl]-3,3-dimethyl-butyryl]-4-hydroxy-N-methyl-pyrrolidine-2-carboxamide FC=1C=C(OCC=2N=NN(C2)[C@H](C(=O)N2[C@@H](C[C@H](C2)O)C(=O)NC)C(C)(C)C)C=C(C1)F